C(C)(=O)C1=NN(C2=C(C=C(C=C12)C=1C=NC(=NC1)C1(COC1)O)C)CC(=O)N1[C@@H]2C[C@@]2(C[C@H]1C(=O)NC1=NC(=CC=C1C)Br)C (1R,3S,5R)-2-(2-(3-acetyl-5-(2-(3-hydroxyoxetan-3-yl)pyrimidin-5-yl)-7-methyl-1H-indazol-1-yl)acetyl)-N-(6-bromo-3-methylpyridin-2-yl)-5-methyl-2-azabicyclo[3.1.0]hexane-3-carboxamide